ClC=1C=C(C=NC1OC(C)C)C1=NC(=NO1)C=1C=2C3=C(N(C2C=CC1)CCC(=O)O)CCC3 3-[8-[5-(5-chloro-6-isopropoxy-3-pyridyl)-1,2,4-oxadiazol-3-yl]-2,3-dihydro-1H-cyclopenta[b]indol-4-yl]propionic acid